tert-butyl (4-(hydrazinecarbonyl)benzyl)carbamate N(N)C(=O)C1=CC=C(CNC(OC(C)(C)C)=O)C=C1